ClC1=C(C(=C(C=2OC3=C(C21)C=C(C(=C3Cl)Cl)Cl)Cl)Cl)Cl 1,2,3,4,6,7,8-heptachlorodibenzofuran